C(C)(C)(C)C1=C(C=CC(=C1)C(C)(C)C)C=1C(=C(C=CC1C1=CC=CC=C1)P([O-])=O)C1=C(C=C(C=C1)C(C)(C)C)C(C)(C)C bis(2,4-di-t-butylphenyl)-4-phenyl-phenylphosphinate